2-(((5-((2-(trimethylsilyl)ethoxy)methoxy)pyridin-3-yl)methyl)amino)ethan-1-ol C[Si](CCOCOC=1C=C(C=NC1)CNCCO)(C)C